FC(C=1C(=C(C=CC1)[C@@H](C)NC1=NC(=NC2=CC=C(C=C12)N(C1=CC(=C(C=N1)CC(=O)N(C)C)OC)C)C)F)F (R)-2-(6-((4-((1-(3-(difluoromethyl)-2-fluorophenyl)ethyl)amino)-2-methylquinazolin-6-yl)(methyl)amino)-4-methoxypyridin-3-yl)-N,N-dimethylacetamide